tert-butyl 8-(6-((4-fluorobenzyl) sulfonyl)-5,6,7,8-tetrahydro-1,6-naphthyridin-2-yl)-3,8-diazabicyclo[3.2.1]octane-3-carboxylate FC1=CC=C(CS(=O)(=O)N2CC=3C=CC(=NC3CC2)N2C3CN(CC2CC3)C(=O)OC(C)(C)C)C=C1